6-(2-amino-6-fluoro-5-(4-morpholino-3-(pyrrolidin-1-ylmethyl)phenyl)pyridin-3-yl)-7-fluoro-3,4-dihydroisoquinolin-1(2H)-one NC1=NC(=C(C=C1C=1C=C2CCNC(C2=CC1F)=O)C1=CC(=C(C=C1)N1CCOCC1)CN1CCCC1)F